C(C)(C)(C)C1=CC(=NN1[C@H]1COCC1)NC1=NC2=C(N1C)C(=C(C=C2)OC2=CC(=NC=C2)NC(C)=O)C#N (R)-N-(4-((2-((5-(tert-butyl)-1-(tetrahydrofuran-3-yl)-1H-pyrazol-3-yl)amino)-7-cyano-1-methyl-1H-benzo[d]imidazol-6-yl)oxy)pyridin-2-yl)acetamide